FC1(CC(C1)CC(=O)N[C@H](C(=C)C)C1=CC=2N(N=C1)C=C(N2)[C@H](C2CCC(CC2)(F)F)NC(OC(C)(C)C)=O)F |o1:9| Tert-Butyl ((S)-(7-((R*)-1-(2-(3,3-difluorocyclobutyl)acetamido)-2-methylallyl)imidazo[1,2-b]pyridazin-2-yl)(4,4-difluorocyclohexyl)methyl)carbamate